N-((2-((1-(3,6-dimethyl-2-(2-methyl-2H-indazol-5-yl)-4-oxo-4H-chromen-8-yl)ethyl)amino)phenyl)sulfonoyl)acetamide CC1=C(OC2=C(C=C(C=C2C1=O)C)C(C)NC1=C(C=CC=C1)S(=O)(=O)NC(C)=O)C1=CC2=CN(N=C2C=C1)C